C1=CC(=CC=2C3=CC=CC=C3C=CC12)NS(O)(=O)=O.N(CCC1=CNC=N1)[2H] histamine-d phenanthren-3-yl-sulfamate